C(C1=CC=CC=C1)C(C(=O)O)(C)C.C(C(C)C)(=O)OCC1=CC=CC=C1 benzyl isobutyrate (BENZYL ISOBUTYRATE)